C(C)(C)(C)C=1C=C(CCC(CSCC(CCC2=CC(=C(C(=C2)C(C)(C)C)O)C(C)(C)C)C(=O)O)C(=O)O)C=C(C1O)C(C)(C)C bis[(beta-(3,5-di-tert-butyl-4-hydroxybenzyl) methylcarboxyethyl)] sulphide